6-{7-[(3S,4S)-3-fluoro-2,2,6,6-tetramethylpiperidin-4-yl]-6,7-dihydro-5H-pyrrolo[2,3-c]pyridazin-3-yl}-7-hydroxy-2-methyl-4H-1-benzopyran-4-one F[C@@H]1C(NC(C[C@@H]1N1CCC2=C1N=NC(=C2)C=2C(=CC1=C(C(C=C(O1)C)=O)C2)O)(C)C)(C)C